N-Ethyl-N-(3-nitro-4-(prop-1-en-2-yl)phenyl)acetamide C(C)N(C(C)=O)C1=CC(=C(C=C1)C(=C)C)[N+](=O)[O-]